3-aminooxoindole 3-((4,4-bis(((Z)-oct-5-en-1-yl)oxy)butanoyl)oxy)-2-(hydroxymethyl)propyl-(2-butyloctyl)adipate C(CCC\C=C/CC)OC(CCC(=O)OCC(COC(C(CCCC(=O)O)CC(CCCCCC)CCCC)=O)CO)OCCCC\C=C/CC.NC=1C(N=C2C=CC=CC12)=O